tert-butyl (R)-3-(2-fluoro-N-(6-fluoro-8-methylisoquinolin-1-yl)-4-(1-methyl-1H-1,2,3-triazol-4-yl)benzamido)piperidine-1-carboxylate FC1=C(C(=O)N(C2=NC=CC3=CC(=CC(=C23)C)F)[C@H]2CN(CCC2)C(=O)OC(C)(C)C)C=CC(=C1)C=1N=NN(C1)C